tri(2-methoxycarbonylethyl)phosphine COC(=O)CCP(CCC(=O)OC)CCC(=O)OC